5-(benzyloxy)-2-(trimethylsilyl)-1-(2-(trimethylsilyl)phenyl)-1H-indole C(C1=CC=CC=C1)OC=1C=C2C=C(N(C2=CC1)C1=C(C=CC=C1)[Si](C)(C)C)[Si](C)(C)C